BrC=1C=C(C=2N(C1)N=CC2C#N)C=2C=NC(=CC2)F 6-bromo-4-(6-fluoropyridine-3-yl)pyrazolo[1,5-a]Pyridine-3-carbonitrile